2-(7-((3-(difluoromethyl)-4-fluorophenyl)carbamoyl)-6-methyl-2,3-dihydro-1H-pyrrolizin-5-yl)-2-oxoacetic acid FC(C=1C=C(C=CC1F)NC(=O)C=1C(=C(N2CCCC12)C(C(=O)O)=O)C)F